N1N=CC2=C1OC=CC2 1,4-dihydropyrano[2,3-c]pyrazole